ONC(=O)C1=CC2=C(OCC(N2CC=2N=C(OC2)C2=CC=CC=C2)=O)C=C1 N-hydroxy-3-oxo-4-((2-phenyloxazol-4-yl)methyl)-3,4-dihydro-2H-benzo[b][1,4]oxazine-6-carboxamide